ClC1=C(C=CC(=C1)Cl)[C@@H](C)N1N=NC2=C1N=C(N=C2C)N2CC(C2)N2C[C@H](OCC2)CO ((S)-4-(1-(3-((R)-1-(2,4-dichlorophenyl)ethyl)-7-methyl-3H-[1,2,3]triazolo[4,5-d]pyrimidin-5-yl)azetidin-3-yl)morpholin-2-yl)methanol